2-(benzyl-(methyl)amino)-2-(3,6-dihydro-2H-pyran-4-yl)acetic acid C(C1=CC=CC=C1)N(C(C(=O)O)C=1CCOCC1)C